2-((1R,5S,6r)-3-methyl-3-azabicyclo[3.1.0]hexan-6-yl)-5-((2R,5S)-5-methylpiperidin-2-yl)benzo[d]thiazole CN1C[C@H]2C([C@H]2C1)C=1SC2=C(N1)C=C(C=C2)[C@@H]2NC[C@H](CC2)C